tert-butyl ((1r,4r)-4-((8-ethyl-6-(2-methoxy-6-(2-methylphenylsulfonamido)pyridin-3-yl)quinazolin-2-yl)amino)cyclohexyl)(methyl)carbamate C(C)C=1C=C(C=C2C=NC(=NC12)NC1CCC(CC1)N(C(OC(C)(C)C)=O)C)C=1C(=NC(=CC1)NS(=O)(=O)C1=C(C=CC=C1)C)OC